1-(isopropylsulfonyl)piperidine-4-carboxamide butyl-4-((phenylsulfonyl)thio)piperidine-1-carboxylate C(CCC)OC(=O)N1CCC(CC1)SS(=O)(=O)C1=CC=CC=C1.C(C)(C)S(=O)(=O)N1CCC(CC1)C(=O)N